acryloyloxyethyl-dimethyl-ethyl-ammonium sulfate S(=O)(=O)([O-])[O-].C(C=C)(=O)OCC[N+](CC)(C)C.C(C=C)(=O)OCC[N+](C)(C)CC